5-chloro-2-((pentafluorophenoxy)pyrimidin-4-yl)(2-chloro-5-fluoropyridin-3-yl)methanone ClC1(C=C(C(N=C1)(Cl)C1=NC(=NC=C1)OC1=C(C(=C(C(=C1F)F)F)F)F)C=O)F